C(\C=C\C(=O)OC)(=O)OCC(NCCOC)=O [N-(2-methoxyethyl)carbamoyl]methyl methyl (2E)-but-2-ene-1,4-dioate